ethyl 3-(2-(((2-((1S,2S)-2-(3-chloro phenyl)cyclopropane-1-carboxamido) pyridin-4-yl)amino)methyl)-6-cyclopropylimidazo[1,2-a]pyridin-8-yl)propanoate ClC=1C=C(C=CC1)[C@@H]1[C@H](C1)C(=O)NC1=NC=CC(=C1)NCC=1N=C2N(C=C(C=C2CCC(=O)OCC)C2CC2)C1